t-Butyl-2-[(2-butyl-4-chloro-1H-imidazo[4,5-c]quinolin-1-yl)methyl]piperidine-1-carboxylate C(C)(C)(C)OC(=O)N1C(CCCC1)CN1C(=NC=2C(=NC=3C=CC=CC3C21)Cl)CCCC